OCCNNC1=C(C=CC=C1)[N+](=O)[O-] N-(beta-hydroxyethyl)amino-3-nitro-4-aminobenzene